C(C)N(C(C1=C(C(=C(C(=C1F)F)SCC1=CC=CC=C1)F)F)=O)CC N,N-diethyl-2,3,5,6-tetrafluoro-4-(benzylthio)benzamide